N-[3-[1H-imidazol-5-ylmethyl(methyl)amino]phenyl]-4-methyl-benzamide N1C=NC=C1CN(C=1C=C(C=CC1)NC(C1=CC=C(C=C1)C)=O)C